C1(=CC=CC=C1)[C@H]1CCC2=NC3=C(N21)C=C(C=C3)C=3C=NC(=CC3)N3CCNCC3 |o1:6| (1R or S)-1-phenyl-7-[6-(piperazin-1-yl)pyridin-3-yl]-2,3-dihydro-1H-pyrrolo[1,2-a]benzimidazole